1-[4-bromo-2-(trifluoromethoxy)phenyl]ethanone BrC1=CC(=C(C=C1)C(C)=O)OC(F)(F)F